COC=1C=C(C=CC1OC)C1(NC(=NC(=N1)NCC=1C=NC=CC1)N1CCN(CC1)C)N 2-(3,4-dimethoxyphenyl)-6-(4-methylpiperazin-1-yl)-N4-pyridin-3-ylmethyl-1,3,5-triazine-2,4-diamine